4-(4-methoxyphenyl)-1-methyl-1H-1,2,3-triazole COC1=CC=C(C=C1)C=1N=NN(C1)C